CN1C=NC=C1C(=O)ON=CC1=CC=C(C=C1)N(CC)CC 4-(Diethylamino)benzaldehyde-O-(1-methyl-1H-imidazole-5-carbonyl) oxime